(R)-2-chloro-N-(5-(difluoromethyl)-6-(2-oxooxazolidin-3-yl)pyridin-3-yl)-8-methyl-8-(trifluoromethyl)-7,8-dihydro-6H-pyrazolo[1,5-a]pyrrolo[2,3-e]pyrimidine-6-carboxamide ClC1=NN2C(N=CC3=C2[C@@](CN3C(=O)NC=3C=NC(=C(C3)C(F)F)N3C(OCC3)=O)(C(F)(F)F)C)=C1